C(#N)C=1C=C(C=CC1)C1=CC(=C(O1)C(F)(F)F)C(=O)O 5-(3-cyanophenyl)-2-(trifluoromethyl)furan-3-carboxylic acid